2,2-bis(4-methacryloyloxyphenyl)propane C(C(=C)C)(=O)OC1=CC=C(C=C1)C(C)(C)C1=CC=C(C=C1)OC(C(=C)C)=O